N1C(=NC=C1)CN1C[C@H](N(CC1)CC1=C2C=CN(C2=C(C=C1OC)C)C(=O)OC(C)(C)C)C1=CC=C(C=C1)C(=O)OC tert-butyl (R)-4-((4-((1H-imidazol-2-yl)methyl)-2-(4-(methoxycarbonyl)phenyl)piperazin-1-yl)methyl)-5-methoxy-7-methyl-1H-indole-1-carboxylate